O1COC2=C1C=CC(=C2)CCN2[C@@H](O[C@@H](C2=O)C)C=2C(=NN(C2)C2=CC=C(C=C2)Br)C2=CC=C(C=C2)F (2S,5R)-3-(2-(benzo[d][1,3]dioxolan-5-yl)ethyl)-2-(1-(4-bromophenyl)-3-(4-fluorophenyl)-1H-pyrazol-4-yl)-5-methyloxazolidin-4-one